N-(4-((R*)-1-((R)-2-(4-bromo-3-cyanobenzoyl)-3-methyl-10-oxo-1,2,3,4,7,8-hexahydropyrido[4',3':3,4]pyrazolo[1,5-a]pyrazin-9(10H)-yl)ethyl)phenyl)acetamide BrC1=C(C=C(C(=O)N2CC=3C(=NN4C3C(N(CC4)[C@H](C)C4=CC=C(C=C4)NC(C)=O)=O)C[C@H]2C)C=C1)C#N |o1:18|